2-(((1R,3S)-3-(7-bromo-5-fluoro-1H-benzo[d]imidazol-1-yl)cyclohexyl)amino)-4-(1-(2,2-difluoroethyl)-1H-pyrazol-4-yl)pyrimidine-5-carbonitrile BrC1=CC(=CC2=C1N(C=N2)[C@@H]2C[C@@H](CCC2)NC2=NC=C(C(=N2)C=2C=NN(C2)CC(F)F)C#N)F